3-(4-((2-cyclopropylethyl)((1r,4r)-4-(((1-(trifluoromethyl)cyclopropyl)methyl)amino)cyclohexyl)amino)-6-fluoro-1-oxoisoindolin-2-yl)piperidine-2,6-dione C1(CC1)CCN(C1=C2CN(C(C2=CC(=C1)F)=O)C1C(NC(CC1)=O)=O)C1CCC(CC1)NCC1(CC1)C(F)(F)F